(2S,3R)-tert-butyl 3-(acetamidomethyl)-2-(benzyloxycarbonylamino)-6-(4,4,5,5-tetramethyl-1,3,2-dioxaborolan-2-yl)hexanoate C(C)(=O)NC[C@H]([C@@H](C(=O)OC(C)(C)C)NC(=O)OCC1=CC=CC=C1)CCCB1OC(C(O1)(C)C)(C)C